Butyl 3-fluoro-3-(6-(trifluoromethyl)pyridin-2-yl)pyrrolidine-1-carboxylate FC1(CN(CC1)C(=O)OCCCC)C1=NC(=CC=C1)C(F)(F)F